ClC1=CC2=C(C=N1)NC(N2C2CCCC2)=O 6-chloro-1-cyclopentyl-1,3-dihydro-2H-imidazo[4,5-c]Pyridin-2-one